C(C=C)(=O)NC=1C=C(C=CC1C)C1=C(NC2=NC=C(C=C21)CC(=O)O)C2=CC=C(C=C2)N2CCN(CC2)C 2-(3-(3-acrylamido-4-methylphenyl)-2-(4-(4-methylpiperazin-1-yl)phenyl)-1H-pyrrolo[2,3-b]pyridin-5-yl)acetic acid